C(C)(C)(C)C1=C(C(=CC(=C1)C1=CC(=C(C(=C1)C1=CC=CC=C1)O)C(C)(C)C)C1=CC=CC=C1)O 2,2'-di-tert-butyl-6,6'-diphenyl-4,4'-biphenol